BrC1=CN=C2N1N=C(C=C2)OC2CCOCC2 3-Bromo-6-((tetrahydro-2H-pyran-4-yl)oxy)imidazo[1,2-b]pyridazine